OC1=C(C=C(C=2C(C3=CC=CC=C3C(C12)=O)=O)O)S(=O)(=O)O 1,4-dihydroxyanthraquinone-2-sulfonic acid